BrC=1C=NN(C1)C(F)(F)F 4-bromo-1-(trifluorometh-yl)pyrazole